4-(2-cyclopropyl-6-{6-[(2S)-2-hydroxy-3-(methylamino)propoxy]-1-oxo-3H-isoindol-2-yl}pyridin-4-yl)-3-(4-methyl-1,2,4-triazol-3-yl)benzonitrile C1(CC1)C1=NC(=CC(=C1)C1=C(C=C(C#N)C=C1)C1=NN=CN1C)N1C(C2=CC(=CC=C2C1)OC[C@H](CNC)O)=O